N-cyclopropylglycine C1(CC1)NCC(=O)O